OC1=CC=C2[C@H]([C@H](OCC2=C1)C1=CC=CC=C1)C1=CC=C(C=C1)N1CCC(CC1)CN1CC2(CC1)CCN(CC2)C2=CC=C(C=C2)[C@H]2C(NC(CC2)=O)=O (S)-3-(4-(2-((1-(4-((3S,4R)-7-hydroxy-3-phenylisochroman-4-yl)phenyl)piperidin-4-yl)methyl)-2,8-diazaspiro[4.5]decan-8-yl)phenyl)piperidine-2,6-dione